ClC=1C(=NC=C(C1)Cl)N1CCN(CC1)CC=1C=C2C(N(C(C2=CC1)=O)C1C(NC(CC1)=O)=O)=O 5-((4-(3,5-dichloropyridin-2-yl)piperazin-1-yl)methyl)-2-(2,6-dioxopiperidin-3-yl)isoindoline-1,3-dione